3-amino-2,5-dibromopyridine NC=1C(=NC=C(C1)Br)Br